C(C1=CC=CC=C1)NC1C(=O)NCCCC1 benzylaminocaprolactam